O[C@H]1CN(CC[C@@H]1CNC1=NC=2N(C(=C1)SC)N=CC2C(C)C)C(=O)OC(C)(C)C tert-Butyl (3R,4R)-3-hydroxy-4-(((3-isopropyl-7-(methylthio)pyrazolo[1,5-a]pyrimidin-5-yl)amino)methyl)piperidine-1-carboxylate